3-(benzyloxy)-8-bromo-6-fluoroquinoline C(C1=CC=CC=C1)OC=1C=NC2=C(C=C(C=C2C1)F)Br